C1(CC1)C1=C(NC=2N=NC(=CC21)C2=C(C=CC=C2)O)C[C@H]2N(CC2)C(C=C)=O (S)-1-(2-((5-cyclopropyl-3-(2-hydroxyphenyl)-7H-pyrrolo[2,3-c]pyridazin-6-yl)methyl)azetidin-1-yl)prop-2-en-1-one